CN1N=C(C=C1)C1=NN=C(S1)C(=O)N1[C@@H](C2=C(CC1)NC=N2)C2=NN1C(C=CC=C1)=C2 (S)-(5-(1-methyl-1H-pyrazol-3-yl)-1,3,4-thiadiazol-2-yl)(4-(pyrazolo[1,5-a]pyridin-2-yl)-1,4,6,7-tetrahydro-5H-imidazo[4,5-c]pyridin-5-yl)methanone